C(#N)CN1N=CC(=C1)C=1C=C(C=C(C1)C=1C=NN(C1)C)[C@@H](C)NC(C1=C(C=CC(=C1)OCCN(C)C)C)=O (R)-N-(1-(3-(1-(cyanomethyl)-1H-pyrazol-4-yl)-5-(1-methyl-1H-pyrazol-4-yl)phenyl)ethyl)-5-(2-(dimethylamino)ethoxy)-2-methylbenzamide